tert-butyl (3S*,4S)-3-((2-(2,6-dioxo-1-((2-(trimethylsilyl)ethoxy)methyl)piperidin-3-yl)-1-oxoisoindolin-5-yl)oxy)-4-fluoropiperidine-1-carboxylate O=C1N(C(CCC1N1C(C2=CC=C(C=C2C1)O[C@H]1CN(CC[C@@H]1F)C(=O)OC(C)(C)C)=O)=O)COCC[Si](C)(C)C |o1:17|